6-methyl-N-(4H-1,2,4-triazol-3-yl)-4-(trifluoromethyl)pyridin-2-amine CC1=CC(=CC(=N1)NC1=NN=CN1)C(F)(F)F